(3-chloro-4-(6-cyano-5-fluoropyridin-2-yl)phenyl)-4-methoxybenzenesulfonamide ClC=1C=C(C=CC1C1=NC(=C(C=C1)F)C#N)C1=C(C=CC(=C1)OC)S(=O)(=O)N